3-(2-Fluoro-4-(5-methyl-2-((1-(1,1,1-trifluoropropan-2-yl)-1H-pyrazol-4-yl)amino)pyrimidin-4-yl)phenoxy)-2,2-dimethylpropanenitrile FC1=C(OCC(C#N)(C)C)C=CC(=C1)C1=NC(=NC=C1C)NC=1C=NN(C1)C(C(F)(F)F)C